4-(((2S,6R)-2,6-dimethylmorpholino)methyl)benzoic acid C[C@@H]1O[C@@H](CN(C1)CC1=CC=C(C(=O)O)C=C1)C